2-chloro-4-[(4-methoxyphenyl)methoxy]-6-methyl-pyrimidine ClC1=NC(=CC(=N1)OCC1=CC=C(C=C1)OC)C